dimethylaminoethyl methacrylate, methacryloxyethyl-trimethyl-ammonium salt C(C(=C)C)(=O)OCC[N+](C)(C)C.C(C(=C)C)(=O)OCCN(C)C